ClC=1C=C(C=CC1)C=1C=CC(=NC1)N1CCN(CC1)C(=O)C1=CC=C2C=CC(NC2=C1)=O 7-(4-(5-(3-chlorophenyl)pyridin-2-yl)piperazine-1-carbonyl)quinolin-2(1H)-one